8-Methyl-2-(((1-methylpiperidin-3-yl)thio)methyl)quinazolin-4(3H)-one CC=1C=CC=C2C(NC(=NC12)CSC1CN(CCC1)C)=O